1-(8-{4-[(3-methyl-4-{[1,2,4]triazolo[1,5-a]pyridin-7-yloxy}phenyl)amino]pyrido[3,2-d]pyrimidin-6-yl}-3,8-diazabicyclo[3.2.1]octan-3-yl)prop-2-en-1-one CC=1C=C(C=CC1OC1=CC=2N(C=C1)N=CN2)NC=2C1=C(N=CN2)C=CC(=N1)N1C2CN(CC1CC2)C(C=C)=O